O[C@H]1CC(C)(C)[C@](C1)(C)C(\C=C\C(\C)=C\C=C\C(\C)=C\C=C\C=C(/C)\C=C\C=C(/C)\C=C\C([C@]1(C)C[C@H](CC1(C)C)O)=O)=O (3S,5R,3'S,5'R)-3,3'-Dihydroxy-κ,κ-carotene-6,6'-dione